tert-butyl 3-(((1r,4r)-4-(2-(dibenzylamino)ethoxy)cyclohexyl)oxy)propanoate C(C1=CC=CC=C1)N(CCOC1CCC(CC1)OCCC(=O)OC(C)(C)C)CC1=CC=CC=C1